N-(trideuteriomethyl)pyridazine-3-carboxamide [2H]C(NC(=O)C=1N=NC=CC1)([2H])[2H]